2-lauroyl-sn-glycero-3-phosphocholine C(CCCCCCCCCCC)(=O)O[C@H](CO)COP(=O)([O-])OCC[N+](C)(C)C